4-(N,N-bis(4-methoxybenzyl)sulfamoyl)-2,3,5,6-tetrafluoro-N-methylbenzamide COC1=CC=C(CN(S(=O)(=O)C2=C(C(=C(C(=O)NC)C(=C2F)F)F)F)CC2=CC=C(C=C2)OC)C=C1